2,4-dimethylphenylheptylcarbamate CC1=C(C=CC(=C1)C)CCCCCCCNC([O-])=O